C1=CC=CC1 cyclopentanedien